O=C1CN(CCN1)C(=O)OCCCC butyl 3-oxopiperazine-1-carboxylate